FC=1C(=C(C=CC1)C1(CCCC=2N=C3N(C=C(C=C3)C=3C=NC(=NC3)N3CCOCC3)C21)O)C 9-(3-fluoro-2-methylphenyl)-2-(2-morpholinopyrimidin-5-yl)-6,7,8,9-tetrahydrobenzo[4,5]imidazo[1,2-a]pyridin-9-ol